N-tert.-Butyl-4-(cyclohexylmethylcarbamoylamino)pyridin C(C)(C)(C)N1CC=C(C=C1)NC(NCC1CCCCC1)=O